(2S,4S)-6-chloro-4-hydroxy-N-[(3S)-3-hydroxy-4-(2-{[cis-3-(trifluoromethoxy)cyclobutyl]oxy}acetamido)bicyclo[2.2.2]octan-1-yl]-3,4-dihydro-2H-1-benzopyran-2-carboxamide ClC=1C=CC2=C([C@H](C[C@H](O2)C(=O)NC23C[C@@H](C(CC2)(CC3)NC(CO[C@@H]3C[C@@H](C3)OC(F)(F)F)=O)O)O)C1